2-(3-piperidinyl)acetamide trihydrochloride Cl.Cl.Cl.N1CC(CCC1)CC(=O)N